tert-butyl 3-(2-aminobenzoylamino)-1H-pyrazole-1-carboxylate NC1=C(C(=O)NC2=NN(C=C2)C(=O)OC(C)(C)C)C=CC=C1